O=C1NC(CCC1N1C(C2=CC=C(C=C2C1)CNC(/C(/CC1=CC=C(C=C1)C(F)(F)F)=N/OC)=O)=O)=O (E)-N-((2-(2,6-dioxopiperidin-3-yl)-1-oxoisoindolin-5-yl)methyl)-2-(methoxyimino)-3-(4-(trifluoromethyl)phenyl)propanamide